BrC=1N(C2=CC=CC=C2C1)C1=CC=CC=C1 2-bromo-1-phenyl-indole